3-(4-amino-2-(pyridin-2-ylmethyl)-7-(pyridin-4-yl)-2H-pyrazolo[4,3-c]pyridin-6-yl)benzonitrile NC1=NC(=C(C=2C1=CN(N2)CC2=NC=CC=C2)C2=CC=NC=C2)C=2C=C(C#N)C=CC2